NC=1C(NC2=CC=C(C=C2C1C1=C2C=NNC2=C(C=C1)Cl)C1CCNCC1)=O 3-amino-4-(7-chloro-1H-indazol-4-yl)-6-piperidin-4-yl-1H-quinolin-2-one